C(C)OC(CCC(=O)C1=NC(=CC(=C1O)Br)C1=C(C=CC(=C1)F)Cl)=O 4-[4-bromo-6-(2-chloro-5-fluoro-phenyl)-3-hydroxy-pyridin-2-yl]-4-oxo-butyric acid ethyl ester